OC=1C=C(C=CC1O)C(CSC1=NN=NN1C1=CC=C(C=C1)[N+](=O)[O-])=O 1-(3,4-dihydroxyphenyl)-2-((1-(4-nitrophenyl)-1H-tetrazol-5-yl)thio)ethan-1-one